C1(=CC=CC=C1)C1=CCN(CC1)CCCC1=NC=2C3(CCCC2C(N1)=O)CC3 2'-(3-(4-phenyl-5,6-dihydropyridin-1(2H)-yl)propyl)-6',7'-dihydro-3'H-spiro[cyclopropane-1,8'-quinazolin]-4'(5'H)-one